FC1=C(C(=CC=C1)C)N1CCC(CC1)C1=CC=2N=CN=CC2N(C1=O)CC1=NC=CN=C1C(F)(F)F 7-(1-(2-Fluoro-6-methylphenyl)piperidin-4-yl)-5-((3-(trifluoromethyl)pyrazin-2-yl)methyl)pyrido[3,2-d]pyrimidin-6(5H)-one